N-[2-(2-chlorophenyl)ethyl]-2-[1-[(2,3-difluorophenyl)methyl]-5-oxopyrrolidine-2-yl]acetamide ClC1=C(C=CC=C1)CCNC(CC1N(C(CC1)=O)CC1=C(C(=CC=C1)F)F)=O